2-((1r,4r)-4-((4-(4-(2,4-dioxotetrahydropyrimidin-1(2H)-yl)-1H-indol-1-yl)piperidin-1-yl)methyl)cyclohexyl)-N-(imidazo[1,2-b]pyridazin-3-yl)-6-methoxy-2H-indazole-5-carboxamide O=C1N(CCC(N1)=O)C1=C2C=CN(C2=CC=C1)C1CCN(CC1)CC1CCC(CC1)N1N=C2C=C(C(=CC2=C1)C(=O)NC1=CN=C2N1N=CC=C2)OC